ClC=1C=C(C=C(C1)Cl)N1CCN(C2(CC2)C1)S(=O)(=O)C1=CC=C(C=C1)NC(C1=C(C=CC=C1)N(S(=O)(=O)C)C)=O N-(4-((7-(3,5-dichlorophenyl)-4,7-diazaspiro[2.5]octan-4-yl)sulfonyl)phenyl)-2-(N-methylmethylsulfonamido)benzamide